FC=1C(=CC=C2C(=NC(=NC12)OC[C@H]1N(CCC1)C)N1C[C@H]2CC[C@@H](C1)N2C(=O)N)C2=CC(=CC1=CC=CC=C21)O (1R,5S)-3-(8-fluoro-7-(3-hydroxynaphthalen-1-yl)-2-(((S)-1-methylpyrrolidin-2-yl)methoxy)quinazolin-4-yl)-3,8-diazabicyclo[3.2.1]octane-8-carboxamide